N1N=NN=C1S tetrazole-5-thiol